methyl (Z)-2-(4-hydroxy-3-(4-methylphenyl)-2-buten-1-yl)-2-methylbenzoate OC\C(=C/CC1(C(C(=O)OC)C=CC=C1)C)\C1=CC=C(C=C1)C